2-chloro-3-(hydroxymethyl)phenyl-1H-benzo[d][1,2,3]triazole-6-carbonitrile ClC1=C(C=CC=C1CO)N1N=NC2=C1C=C(C=C2)C#N